ClC=1C(=C2C(=NC=NC2=CC1C1=C(C=CC=C1O)F)N1CCN(CC1)C(C=C)=O)F 1-(4-(6-chloro-5-fluoro-7-(2-fluoro-6-hydroxyphenyl)quinazolin-4-yl)piperazin-1-yl)prop-2-en-1-one